2-(3-fluoro-5-(2-(3-fluoroazetidin-1-yl)ethyl)-2-oxopyridin-1(2H)-yl)-3-methylbutanoic acid FC=1C(N(C=C(C1)CCN1CC(C1)F)C(C(=O)O)C(C)C)=O